fluorosulfonyl-(difluoro)acetic acid methyl ester COC(C(F)(F)S(=O)(=O)F)=O